racemic-3-(5-(((3aR,6S,6aS)-1-methyl-octahydrocyclopenta[b]pyrrol-6-yl)oxy)-1-oxo-isoindolin-2-yl)piperidine-2,6-dione CN1[C@H]2[C@@H](CC1)CC[C@@H]2OC=2C=C1CN(C(C1=CC2)=O)[C@H]2C(NC(CC2)=O)=O |&1:20|